4-(hydroxymethyl)-4-(trifluoromethyl)cyclohexan-1-one OCC1(CCC(CC1)=O)C(F)(F)F